[Si](C1=CC=CC=C1)(C1=CC=CC=C1)(C(C)(C)C)OC1C(COC1)C(C=O)=O 2-[4-[tert-butyl(diphenyl)silyl]oxytetrahydrofuran-3-yl]-2-oxo-acetaldehyde